(1R,2R,3R,4S)-N-(4-methoxybenzyl)-3-methylbicyclo[2.2.1]heptan-2-amine COC1=CC=C(CN[C@@H]2[C@@H]3CC[C@H]([C@H]2C)C3)C=C1